OC1=C(C=C(C=C1)CC(=O)OCCCC1=CC=C(C=C1)C(C)(C)C)OC 3-(4-(tert-butyl)phenyl)propyl 2-(4-hydroxy-3-methoxyphenyl)acetate